C(CCCCCCCCCCC)(=O)OCCCCCCCC\C=C\C\C=C/CCCCC trans-linoleyl dodecanoate